phenyl-borolane tetradec-4,10-dien-1-yl-acetate C(CCC=CCCCCC=CCCC)CC(=O)O.C1(=CC=CC=C1)B1CCCC1